(1-(1-(3-bromo-2-fluorophenyl)-3-methyl-1H-1,2,4-triazol-5-yl)cyclopropyl)(methyl)carbamic acid tert-butyl ester C(C)(C)(C)OC(N(C)C1(CC1)C1=NC(=NN1C1=C(C(=CC=C1)Br)F)C)=O